5-CHLORO-7-METHYL-1H-INDOLE-3-CARBALDEHYDE ClC=1C=C2C(=CNC2=C(C1)C)C=O